Cl.Cl.CC1=NC=C(C=N1)NC=1C=C(C(=NC1)C=1N=NC(=CC1)N1C[C@@H](NCC1)C(C)C)O 5-[(2-methylpyrimidin-5-yl)amino]-2-{6-[(3S)-3-(propan-2-yl)piperazin-1-yl]pyridazin-3-yl}pyridin-3-ol dihydrochloride